CN(C1=CC(=C(C=C1)OC)NC([C@@H](NC(=O)OCC1=CC=CC=C1)CCC(=O)O)=O)C1=CC(OC2=CC=CC=C12)=O 4-(N-methyl-N-(3-(N-Cbz-L-glutamylamino)-4-methoxyphenyl)-amino)coumarin